FC=1C(=NC(=C(C1)F)C1=CC=NN1C)OC1CN(C1)C(=O)N1N=CCC1C=1SC(=CN1)C (3-((3,5-difluoro-6-(1-methyl-1H-pyrazol-5-yl)pyridin-2-yl)oxy)azetidin-1-yl)(5-(5-methylthiazol-2-yl)-4,5-dihydro-1H-pyrazol-1-yl)methanone